deoxy-3',4'-didehydrocytidine amino-4-hydroxypiperidine-1-carboxylate NC1N(CCC(C1)O)C(=O)OCC1=C(C[C@@H](O1)N1C(=O)N=C(N)C=C1)O